Br.N1C=C(C2=CC=CC=C12)CCNC1CCCCC1 N-[2-(1H-indol-3-yl)ethyl]cyclohexanamine hydrobromide